N-[3,5-bis(trifluoromethyl)phenyl]-N'-[(1R,2R)-2-(dimethylamino)cyclohexyl]thiourea FC(C=1C=C(C=C(C1)C(F)(F)F)NC(=S)N[C@H]1[C@@H](CCCC1)N(C)C)(F)F